2-(2-chlorophenyl)-N-(2-(2-fluoropropan-2-yl)-4-sulfamoyl-2H-indazol-6-yl)acetamide ClC1=C(C=CC=C1)CC(=O)NC=1C=C(C2=CN(N=C2C1)C(C)(C)F)S(N)(=O)=O